5-{5-chloro-1-methylpyrrolo[2,3-c]pyridin-2-yl}-4,6-dimethoxy-2-[(4-methoxyphenyl)methoxy]pyrimidine ClC=1C=C2C(=CN1)N(C(=C2)C=2C(=NC(=NC2OC)OCC2=CC=C(C=C2)OC)OC)C